(5S,8R)-4-(2,4-difluorophenyl)-5,6,7,8-tetrahydro-5,8-epoxyquinoline FC1=C(C=CC(=C1)F)C1=CC=NC=2[C@H]3CC[C@@H](C12)O3